dihexadecyl-Dioctadecyl-dimethyl-ammonium chloride [Cl-].C(CCCCCCCCCCCCCCC)C([N+](C)(CCCCCCCCCCCCCCCCCC)CCCCCCCCCCCCCCCCCC)CCCCCCCCCCCCCCCC